ClC1=CC=C(C=C1)C=1N=C2N(C(C1C)=O)C=C(C=C2C(C)NC2=C(C(=O)O)C=CC=C2)C 2-((1-(2-(4-chlorophenyl)-3,7-dimethyl-4-oxo-4H-pyrido[1,2-a]pyrimidin-9-yl)ethyl)amino)benzoic acid